BrC1=C(C(=CC=C1)OCCCCCl)Cl 1-Bromo-2-chloro-3-(4-chlorobutoxy)benzene